N(=[N+]=[N-])CCOCC(=O)N1CCN(CC1)C1=NC=C(C=N1)C=1N=C2C(=C(C(=NC2=CC1F)C)Cl)N[C@H](C)C=1C=C(C#N)C=CC1F (R)-3-(1-((6-(2-(4-(2-(2-azidoethoxy)acetyl)piperazin-1-yl)pyrimidin-5-yl)-3-chloro-7-fluoro-2-methyl-1,5-naphthyridin-4-yl)amino)ethyl)-4-fluorobenzonitrile